(naphthalen-1-yl)piperidine C1(=CC=CC2=CC=CC=C12)N1CCCCC1